(6-Methoxy-naphthalen-2-ylmethyl)-[2-(2-{2-[(6-methoxy-naphthalen-2-ylmethyl)-amino]-ethoxy}-ethoxy)-ethyl]-amine COC=1C=C2C=CC(=CC2=CC1)CNCCOCCOCCNCC1=CC2=CC=C(C=C2C=C1)OC